NC=1N=NC(=CC1N1CCC(CC1)OC(=O)N[C@H](C(=O)OC)C(C)(C)C)C1=C(C=CC=C1)O methyl (S)-2-((((1-(3-amino-6-(2-hydroxyphenyl)pyridazin-4-yl)piperidin-4-yl)oxy)carbonyl)amino)-3,3-dimethylbutanoate